5-(4-Amino-2,3-difluoro-6-methylphenoxy)-2-fluorobenzonitrile NC1=C(C(=C(OC=2C=CC(=C(C#N)C2)F)C(=C1)C)F)F